1-(1-(2-(4-methoxyphenyl)-2-oxoethyl)-6-((2-methoxypyridin-4-yl)amino)-1H-indole-2-carbonyl)piperidin-3-one COC1=CC=C(C=C1)C(CN1C(=CC2=CC=C(C=C12)NC1=CC(=NC=C1)OC)C(=O)N1CC(CCC1)=O)=O